C1(CCCC1)N1C(=CC2=C1N=C(N=C2)NC2=CC=C(C=C2)N2CCN(CC2)C2CCN(CC2)CCC2=CC=C(C=C2)C2C(NC(CC2)=O)=O)C(=O)N(C)C 7-cyclopentyl-2-((4-(4-(1-(4-(2,6-dioxopiperidin-3-yl)phenethyl)-piperidin-4-yl)-piperazin-1-yl)phenyl)amino)-N,N-dimethyl-7H-pyrrolo[2,3-d]pyrimidine-6-carboxamide